COC1=C(C=CC(=C1)S(=O)(=O)C)NCC#CC=1N(C2=CC=CC(=C2C1)NC1CC2(CN(C2)C(=O)OC(C)(C)C)C1)CC(F)(F)F tert-butyl 6-((2-(3-((2-methoxy-4-(methylsulfonyl)phenyl)amino)prop-1-yn-1-yl)-1-(2,2,2-trifluoroethyl)-1H-indol-4-yl)amino)-2-azaspiro[3.3]heptane-2-carboxylate